N1N=NC2=C1C=CC(=C2)CN2C(C1=CC=CC=C1C2CN2N=C(C=C2Cl)C)=O 2-((1H-benzo[d][1,2,3]triazol-5-yl)methyl)-3-((5-chloro-3-methyl-1H-pyrazol-1-yl)methyl)isoindolin-1-one